[4-[4-Amino-3-(difluoromethyl)pyrazol-1-yl]cyclohexyl]methanol NC=1C(=NN(C1)C1CCC(CC1)CO)C(F)F